CC(C(=O)OCCNC(=O)OCCOC1=C(C=C(C=C1Br)C(C)(C)C1=CC(=C(C(=C1)Br)OCCOC(=O)NCCOC(C(=C)C)=O)Br)Br)=C ((((((propane-2,2-diylbis(2,6-dibromo-4,1-phenylene))bis(oxy))bis(ethane-2,1-diyl))bis(oxy))bis(carbonyl))bis(azanediyl))bis(ethane-2,1-diyl) bis(2-methylacrylate)